NC1=NC(=C2N(C=NC2=N1)CC#C)Cl 2-amino-6-chloro-7-(prop-2-yn-1-yl)-7H-purine